5-methyl-octadecadienol CC(C=CC=CO)CCCCCCCCCCCCC